BrC1=CC=2N(C(=C1NC(=O)C1=CC(=NN1C1=NC=CC=C1Cl)Br)C(=O)NC)N=CC2 5-Bromo-6-(3-bromo-1-(3-chloropyridin-2-yl)-1H-pyrazol-5-carboxamido)-N-methylpyrazolo[1,5-a]pyridin-7-carboxamid